ClC1=NC=C(C(=N1)NC=1C=C(C=CC1OC)NC(C)=O)Cl N-(3-((2,5-dichloropyrimidin-4-yl)amino)-4-methoxyphenyl)acetamide